2-phenylazetidine-3-carbonitrile C1(=CC=CC=C1)C1NCC1C#N